(3R)-1-cyclobutyl-N-{6,7-dimethoxy-1H,2H,3H-cyclopenta[b]quinolin-9-yl}piperidin-3-amine C1(CCC1)N1C[C@@H](CCC1)NC1=C2C(=NC=3C=C(C(=CC13)OC)OC)CCC2